6-((R)-2-amino-3-phenylpropoxy)-3-fluoroquinoline N[C@@H](COC=1C=C2C=C(C=NC2=CC1)F)CC1=CC=CC=C1